CN(C)CC1=C(C=C(C=C1)C1N(C2=CC(=CC=C2C1)C(=O)N)CC=1C=C2C(=NC1)NN=C2C)C(F)(F)F (4-((dimethylamino)methyl)-3-(trifluoromethyl)phenyl)-1-((3-methyl-1H-pyrazolo[3,4-b]pyridin-5-yl)methyl)indoline-6-carboxamide